ClC=1N=C(C2=C(N1)N(C=C2)S(=O)(=O)C2=CC=C(C)C=C2)NC2=CC=C(C=C2)N2CCN(CC2)C 2-chloro-N-[4-(4-methylpiperazin-1-yl)phenyl]-7-tosyl-7H-pyrrolo[2,3-d]pyrimidin-4-amine